ethyl 2-naphthimidate C1=C(C=CC2=CC=CC=C12)C(OCC)=N